1-hydroxy-9H-thioxanthone OC1=CC=CC=2SC3=CC=CC=C3C(C12)=O